FC=1C=C(CC2=CC=CC(=N2)N2N=C(C(=C2)C)C(=O)N)C=C(C1)C(F)(F)F 1-(6-(3-fluoro-5-(trifluoromethyl)benzyl)pyridin-2-yl)-4-methyl-1H-pyrazole-3-carboxamide